tert-butyl 4-(5-(2-(diethylcarbamoyl)-4-fluorophenyl)-5H-pyrrolo[3,2-d]pyrimidin-7-yl)piperidine-1-carboxylate C(C)N(C(=O)C1=C(C=CC(=C1)F)N1C=C(C=2N=CN=CC21)C2CCN(CC2)C(=O)OC(C)(C)C)CC